2-[[5-[3,5-Bis(trifluoromethyl)phenyl]-2-furanyl]methylene]-2,3-dihydro-1H-inden-1-one FC(C=1C=C(C=C(C1)C(F)(F)F)C1=CC=C(O1)C=C1C(C2=CC=CC=C2C1)=O)(F)F